4-[2-fluoro-3-(2,5-difluorophenyl)benzyloxy]benzylamine FC1=C(COC2=CC=C(CN)C=C2)C=CC=C1C1=C(C=CC(=C1)F)F